(Z)-4-hydroxy-4-(isothiazol-3-yl)-2-oxobut-3-enoate O\C(=C/C(C(=O)[O-])=O)\C1=NSC=C1